2,2-Dimethyl-4-oxo-3,8,11-trioxa-5-azatridecan-13-yl-3-((6-azidohexyl)carbamoyl)benzenesulfonate CC(C)(OC(NCCOCCOCCOS(=O)(=O)C1=CC(=CC=C1)C(NCCCCCCN=[N+]=[N-])=O)=O)C